C(#N)C1=C(C=C(C=C1)N1C(N(C(C1=O)(C)C)[C@@H]1CC[C@H](CC1)OCCC1C[C@H](N[C@H](C1)C)C)=S)C(F)(F)F (2R,4r,6S)-4-(2-((trans-4-(3-(4-cyano-3-(trifluoromethyl)phenyl)-5,5-dimethyl-4-oxo-2-thioxoimidazolidin-1-yl)cyclohexyl)oxy)ethyl)-2,6-dimethylpiperidin